5-(4-((5-chloro-4-((1-methyl-2-oxo-3-(2-oxopropoxy)-1,2-dihydroquinolin-6-yl)amino)pyrimidin-2-yl)ethynyl)piperidin-1-yl)-2-(2,6-dioxopiperidin-3-yl)isoindoline-1,3-dione ClC=1C(=NC(=NC1)C#CC1CCN(CC1)C=1C=C2C(N(C(C2=CC1)=O)C1C(NC(CC1)=O)=O)=O)NC=1C=C2C=C(C(N(C2=CC1)C)=O)OCC(C)=O